NC1C(CCCC1)NC(C1=CC=C(C=C1)C1=NC(=CN=C1)C=1C=NC=C(C1)F)=O N-(2-aminocyclohexyl)-4-(6-(5-fluoropyridin-3-yl)pyrazin-2-yl)benzamide